C(C)(C)(C)OC(=O)N1C[C@@H](NCC1)CC(C)OC1=NC(=C(C=2N=C(NC(C21)=O)SC)F)Cl (3S)-3-(2-((7-chloro-8-fluoro-2-(methylsulfanyl)-4-oxo-3,4-dihydropyrido[4,3-d]pyrimidin-5-yl)oxy)propyl)piperazine-1-carboxylic acid tert-butyl ester